dipropylethylammonium C(CC)[NH+](CC)CCC